[O-]P([O-])(=O)OP(=O)([O-])[O-].C(\C=C(/C)\CCC=C(C)C)[NH3+].C(\C=C(/C)\CCC=C(C)C)[NH3+].C(\C=C(/C)\CCC=C(C)C)[NH3+].C(\C=C(/C)\CCC=C(C)C)[NH3+] geranyl-ammonium pyrophosphate salt